C(=O)(OC(C)(C)C)N1C[C@H](CCC1)O (S)-1-BOC-3-hydroxypiperidine